FC(C(=O)O)(F)F.NCC=1C=C2CCN(C(C2=CC1)=O)[C@@H](CC1=CC=CC=C1)C=1NC(=CN1)C1=CC=C(C=C1)NC(OC)=O (S)-METHYL (4-(2-(1-(6-(AMINOMETHYL)-1-OXO-3,4-DIHYDROISOQUINOLIN-2(1H)-YL)-2-PHENYLETHYL)-1H-IMIDAZOL-5-YL)PHENYL)CARBAMATE 2,2,2-TRIFLUOROACETATE